S(=O)(C=1C(=CC=CC1)N)(=O)N 2-sulfanilamide